2,5-dichloro-terephthaloyl chloride ClC1=C(C(=O)Cl)C=C(C(=C1)C(=O)Cl)Cl